(S)-9-(2-chloro-4-(3-fluoro-2-(methoxy-d3)phenoxy)benzoyl)-2-(methoxymethyl)-2-methyl-1,2,4,7-tetrahydro-3H-pyrrolo[3',2':5,6]pyrido[3,4-b]pyrazin-3-one ClC1=C(C(=O)C2=CNC3=C2C2=C(NC([C@](N2)(C)COC)=O)C=N3)C=CC(=C1)OC1=C(C(=CC=C1)F)OC([2H])([2H])[2H]